C(C)OC(=O)C=1C(NC(=NC1)C=1SC=CN1)C1=C(C(=CC=C1)F)Cl 4-(2-chloro-3-fluoro-phenyl)-2-thiazol-2-yl-3,4-dihydro-pyrimidine-5-carboxylic acid ethyl ester